2-oxo-8-[2-(phenylamino)-1,3-thiazol-4-yl]-1H-quinoline-3-carboxamide O=C1NC2=C(C=CC=C2C=C1C(=O)N)C=1N=C(SC1)NC1=CC=CC=C1